CN(C1=CC=C(C=C1)C=1SC2=C(N1)C=CC=C2)C 2-(p-dimethylaminophenyl)benzothiazole